CS(=O)(=O)NC1CCC2(CNC2)CC1 7-(methylsulfonamido)-2-azaspiro[3.5]nonane